CC1=CC=C(C=C1)C(F)(F)F methyl-p-trifluoromethyl-benzene